CCCC=CC methyl-3-penten